C1(CC1)N(C1=NC=C(C=N1)CO[C@H]1CN2C(OC1)=NC(=C2)[N+](=O)[O-])CC2=CC=C(C=C2)OC(F)(F)F (S)-N-cyclopropyl-5-(((2-nitro-6,7-dihydro-5H-imidazo[2,1-b][1,3]oxazin-6-yl)oxy)methyl)-N-(4-(trifluoromethoxy)benzyl)pyrimidin-2-amine